[C@@H]12[C@@H](C[C@@H](CC1)O2)C(=O)O (1S,2R,4R)-7-oxabicyclo[2.2.1]heptan-2-carboxylic acid